(E)-1,1-diphenylmethane C1(=CC=CC=C1)CC1=CC=CC=C1